NC1=C(C=CC(=N1)C1=CC(=C(C(=O)NC=2C(=NNC2Cl)C)C=C1F)OC(C)C)C(F)(F)F 4-(6-amino-5-(trifluoromethyl)pyridin-2-yl)-N-(5-chloro-3-methyl-1H-pyrazol-4-yl)-5-fluoro-2-isopropoxybenzamide